S1C(SC(=C1)C=CC=O)=C1SC=CS1 3-([2,2'-bi(1,3-dithiolylidene)]-4-yl)acrylaldehyde